2-(3-nitropyrazol-1-yl)benzonitrile [N+](=O)([O-])C1=NN(C=C1)C1=C(C#N)C=CC=C1